N1=CC(=CC=C1)N1CC(C1)CC(=O)OCC Ethyl 2-(1-(pyridin-3-yl)azetidin-3-yl)acetate